(4aS,9aR)-7-bromo-8-fluoro-2,3,4,4a,9,9a-hexahydroindeno[2,1-b][1,4]oxazine BrC1=C(C=2C[C@H]3OCCN[C@H]3C2C=C1)F